2-chloro-5-(5-fluoropyridin-2-yl)oxazole ClC=1OC(=CN1)C1=NC=C(C=C1)F